C(=O)OCCCCC.[NH4+] ammonium amyl formate